OC(CN(CCCC(=O)O[C@H]1[C@@H]2[C@H](OC1)[C@H](CO2)OC(CCCN(CC(CCCCCCCCCC)O)CC(CCCCCCCCCC)O)=O)CC(CCCCCCCCCC)O)CCCCCCCCCC (3R,3aR,6S,6aR)-hexahydrofuro[3,2-b]furan-3,6-diyl bis(4-(bis(2-hydroxydodecyl)amino)butanoate)